C([C@@H](C(=O)O)N)[S] The molecule is a cysteinyl radical derived from L-cysteine. It has a role as a fundamental metabolite. It is a cysteinyl radical and a L-amino acid radical. It derives from a L-cysteine. It is an enantiomer of a D-cysteinyl radical.